2-butyl-2-(hydroxymethyl)hexanenitrile C(CCC)C(C#N)(CCCC)CO